N-(4,5-dimethyl-4,5-dihydropyrido[3,4-e][1,2,3]triazolo[1,5-a]pyrazin-6-yl)cyclopropanecarboxamide CC1C=2N(C3=C(N1C)C(=NC=C3)NC(=O)C3CC3)N=NC2